CNC(=O)C=1N=C(C2=C(N1)SC(=C2)C)NCCCC2=CC=C(C=C2)OC(F)(F)F N,6-dimethyl-4-((3-(4-(trifluoromethoxy)phenyl)propyl)amino)thieno[2,3-d]pyrimidine-2-carboxamide